tert-butyl 6-(4-(2,3-dimethylphenyl)-7-(4-methylthiazol-5-yl)-5,6,7,8-tetrahydroquinazolin-2-yl)-2,6-diazaspiro[3.4]octane-2-carboxylate CC1=C(C=CC=C1C)C1=NC(=NC=2CC(CCC12)C1=C(N=CS1)C)N1CC2(CN(C2)C(=O)OC(C)(C)C)CC1